C1(=CC=CC=C1)C(C)/N=C/C(C)(C)C (E)-N-(1-phenylethyl)-2,2-dimethylpropane-1-imine